N1C=C(C2=CC=CC=C12)CCNC(C1=C(C=CC(=C1)NC(CN)=O)C)=O N-(2-(1H-indol-3-yl)ethyl)-5-(2-aminoacetamido)-2-methylbenzamide